(S)-5-((4-((2-hydroxy-1-phenylethyl)amino)-5-(5-(pyridin-3-yl)-1,3,4-oxadiazol-2-yl)pyrimidin-2-yl)amino)-2,3,3-trimethylisoindolin-1-one OC[C@H](C1=CC=CC=C1)NC1=NC(=NC=C1C=1OC(=NN1)C=1C=NC=CC1)NC=1C=C2C(N(C(C2=CC1)=O)C)(C)C